tert-butyl 3-(6,7-dimethoxy-1-oxobenzo[4,5]thieno[2,3-c]pyridin-2(1H)-yl)propanoate COC=1C(=CC2=C(C3=C(C(N(C=C3)CCC(=O)OC(C)(C)C)=O)S2)C1)OC